4-((1S,2R)-2-((cyclopropylmethyl)amino)-cyclopropyl)-N-(5-methyl-1,3,4-thiadiazol-2-yl)thiophene-2-carboxamide C1(CC1)CN[C@H]1[C@@H](C1)C=1C=C(SC1)C(=O)NC=1SC(=NN1)C